[C@H]12CC(C[C@H](CC1)N2)OC2=CC=C(N=N2)C2=C(C=C(C=C2)C=2SC(=NN2)C)O 2-(6-(((1R,3s,5S)-8-azabicyclo[3.2.1]octan-3-yl)oxy)pyridazin-3-yl)-5-(5-methyl-1,3,4-thiadiazol-2-yl)phenol